FC1=C(C=CC=C1C(F)(F)F)C(C)=NS(=O)C(C)(C)C N-(1-(2-fluoro-3-(trifluoromethyl)phenyl)ethylidene)-2-methylpropane-2-sulfinamide